4,6-DIFLUORO-N-(4-(4-(2-HYDROXY-2-METHYLPROPANAMIDO)CYCLOHEXYL)PHENYL)ISOINDOLINE-2-CARBOXAMIDE FC1=C2CN(CC2=CC(=C1)F)C(=O)NC1=CC=C(C=C1)C1CCC(CC1)NC(C(C)(C)O)=O